C(C)(C)(C)[C@H]1C[C@H](C=2N1N=CC2)NCC[C@]2(CCOC1(CCCC1)C2)C2=NC=CC=C2 (4R,6R)-6-tert-butyl-N-(2-((R)-9-(pyridin-2-yl)-6-oxaspiro[4.5]decan-9-yl)ethyl)-5,6-dihydro-4H-pyrrolo[1,2-b]pyrazol-4-amine